FCC(=CCF)F 1,2,4-Trifluoro-2-butene